O1C(=CC2=C1C=CC=C2)/C=C/C(=O)C2=C(C=C(C=C2OC)O)O (E)-3-(benzofuran-2-yl)-1-(2,4-dihydroxy-6-methoxyphenyl)prop-2-en-1-one